trans-N-(4-(2-aminocyclopropyl)phenyl)biphenyl-4-carboxamide N[C@H]1[C@@H](C1)C1=CC=C(C=C1)NC(=O)C1=CC=C(C=C1)C1=CC=CC=C1